FC(CN1CCC(CC1)(C(=O)NC=1N=CC2=CC=C(C=C2C1)C=1C=NN(C1)C)F)F 1-(2,2-difluoroethyl)-4-fluoro-N-(6-(1-methyl-1H-pyrazol-4-yl)isoquinolin-3-yl)piperidine-4-carboxamide